O=C1NC(CCC1N1C(C=2C=C3C(=CC2C1=O)CN(C3)CC3CCN(CC3)C3=CC=C(C(=O)O)C=C3)=O)=O 4-(4-((6-(2,6-dioxopiperidin-3-yl)-5,7-dioxo-3,5,6,7-tetrahydropyrrolo[3,4-f]isoindol-2(1H)-yl)methyl)piperidin-1-yl)benzoic acid